FC1=CN=C2N1C=C(C=C2)C2=CNC=1N=C(N=C(C12)OC)NC1CCC(CC1)C(=O)N1CCCC1 ((1s,4s)-4-((5-(3-fluoroimidazo[1,2-a]pyridin-6-yl)-4-methoxy-7H-pyrrolo[2,3-d]pyrimidin-2-yl)amino)cyclohexyl)(pyrrolidin-1-yl)methanone